(2-(6-ethylpyridin-3-yl)-8-methoxy-2,3-dihydrobenzo[b][1,4]dioxin-6-yl)boronic acid C(C)C1=CC=C(C=N1)C1COC2=C(O1)C(=CC(=C2)B(O)O)OC